((3S,4S)-1-(5-(6-ethoxy-1-(tetrahydro-2H-pyran-2-yl)-1H-pyrazolo[3',4':3,4]Pyrazolo[1,5-a]pyridin-4-yl)pyridin-2-yl)-4-(pyridin-2-yloxy)pyrrolidin-3-yl)amino tert-butyl carbonate C(ON[C@H]1CN(C[C@@H]1OC1=NC=CC=C1)C1=NC=C(C=C1)C=1C=2N(C=C(C1)OCC)N=C1C2C=NN1C1OCCCC1)(OC(C)(C)C)=O